C(C=CC1=CC=CC=C1)(=O)N[C@@H](CC(=O)OCC)C(=O)OCC Diethyl cinnamoyl-L-aspartate